O=C1CCC(N1)CNC(=O)C=1C=NC2=C(C=CC=C2C1)C1=CCC(CC1)C(F)(F)F N-((5-oxopyrrolidin-2-yl)methyl)-8-(4-(trifluoromethyl)cyclohex-1-en-1-yl)quinoline-3-carboxamide